cis-methyl 3-((5-chloro-4-(1-(4-fluorobenzoyl)-2,5-dihydro-1H-pyrrol-3-yl)pyrimidin-2-yl)amino)cyclohexane-1-carboxylate ClC=1C(=NC(=NC1)N[C@H]1C[C@H](CCC1)C(=O)OC)C=1CN(CC1)C(C1=CC=C(C=C1)F)=O